2-methylbutyryl chloride CC(C(=O)Cl)CC